2-((2,3-dihydrofuro[3,2-b]pyridin-5-yl)methyl)-6-((1-(tetrahydro-2H-pyran-2-yl)-1H-pyrazol-3-yl)sulfonyl)phthalazin-1(2H)-one O1CCC2=NC(=CC=C21)CN2C(C1=CC=C(C=C1C=N2)S(=O)(=O)C2=NN(C=C2)C2OCCCC2)=O